ClCC(=O)N1[C@H](C=2NC3=CC=CC=C3C2C[C@@H]1C(=O)OC)C1=CC=C(C=C1)C(=O)OC (1S,3R)-2-(2-chloroacetyl)-2,3,4,9-tetrahydro-1-[4-(methoxycarbonyl)phenyl]-1H-pyrido[3,4-b]indole-3-carboxylic acid, methyl ester